4-methyl-2-ethyl-1-pentanol CC(CC(CO)CC)C